sodium silicate gadolinium [Gd+3].[Si]([O-])([O-])([O-])[O-].[Na+]